NC1=NC(=C(C=C1S)S)N 2,6-diamino-3,5-pyridinedithiol